CC1(CC1)OC=1C=C2C(=NN(C2=CC1)COCC[Si](C)(C)C)C1=CC(=NC=N1)C1CCN(CC1)C(=O)OC(C)(C)C tert-butyl 4-[6-[5-(1-methylcyclopropoxy)-1-(2-trimethylsilylethoxymethyl)indazol-3-yl]pyrimidin-4-yl]piperidine-1-carboxylate